[(2R,3S,11bR)-9,10-dimethoxy-3-(2-methylpropyl)-1H,2H,3H,4H,6H,7H,11bH-pyrido[2,1-a]isoquinolin-2-yl]methyl 3-(2,4-dioxo-1,2,3,4-tetrahydroquinazolin-3-yl)propanoate O=C1NC2=CC=CC=C2C(N1CCC(=O)OC[C@@H]1C[C@H]2N(CCC3=CC(=C(C=C23)OC)OC)C[C@H]1CC(C)C)=O